FC1=C(C=CC(=C1)OC(F)(F)F)C1=CC(=CC=2N(C=NC21)C)NC(OC(C)(C)C)=O tert-butyl (4-(2-fluoro-4-(trifluoromethoxy)phenyl)-1-methyl-1H-benzo[d]imidazol-6-yl)carbamate